3,5-dimethyl-4-(4,4,5,5-tetramethyl-1,3,2-dioxaborolan-2-yl)-1,2-oxazole CC1=NOC(=C1B1OC(C(O1)(C)C)(C)C)C